C1(CC1)COC=1C=C2C(=C(C(N(C2=CC1)C)=O)C#N)N1CCC(CC1)C=1OC2=C(N1)C=C(C=C2)C 6-(cyclopropylmethoxy)-1-methyl-4-[4-(5-methyl-1,3-benzoxazol-2-yl)piperidin-1-yl]-2-oxo-1,2-dihydroquinoline-3-carbonitrile